CC=1C=CC2=C(C(=NS2(=O)=O)C(=O)OC)C1 methyl 5-methylbenzo[D]isothiazole-3-carboxylate 1,1-dioxide